Tridecylbenzenesulfonic Acid CCCCCCCCCCCCCC1=CC=C(C=C1)S(=O)(=O)O